C1(CC1)C1=C(N=NC=C1OC)NCC1=CC=C(C=C1)OC cyclopropyl-5-methoxy-N-(4-methoxybenzyl)pyridazin-3-amine